N1(CCN(CCN(CCNCCC1)CC(=O)N)CC(=O)N)CC(=O)N 2,2',2''-(1,4,7,10-tetraazacyclotridecane-1,4,7-triyl)triacetamide